C(CCC)[P+](CCC[Si](OC)(OC)OC)(CCCC)CCCC tributyl-[3-(trimethoxysilyl)propyl]phosphonium